2-(((1-(3-((1-(4-chlorophenyl)-2-oxo-2-(6'-(trifluoromethoxy)spiro[cyclopropane-1,3'-indolin]-1'-yl)ethyl)amino)-5-methoxyphenyl)ethylidene)amino)oxy)-2-methylpropanenitrile ClC1=CC=C(C=C1)C(C(N1CC2(C3=CC=C(C=C13)OC(F)(F)F)CC2)=O)NC=2C=C(C=C(C2)OC)C(C)=NOC(C#N)(C)C